C(C)N(C1=CC2=C(C=C3C=C(C(OC3=C2)=O)C2=NC3=C(N2C)C=CC=C3)C=C1)CC 8-(Diethylamino)-3-(1-methyl-1H-benzo[d]imidazol-2-yl)-2H-benzo[g]chromen-2-one